C(#N)C1=CC=C(C=C1)N1C=C(C=C1)C(=O)O (4-cyanophenyl)-1H-pyrrole-3-carboxylic acid